4-(3-Benzyloxy-4,6-dibromo-pyridin-2-yl)-4-oxo-butyric acid ethyl ester C(C)OC(CCC(=O)C1=NC(=CC(=C1OCC1=CC=CC=C1)Br)Br)=O